FC1=NC(=CC=C1N1[C@@H](CN(CC1)C(=O)OC(C)(C)C)C)C(NC)=O (R)-tert-butyl 4-(2-fluoro-6-(methylcarbamoyl)pyridin-3-yl)-3-methylpiperazine-1-carboxylate